bis(terpyridine) nickel [Ni].N1=C(C=CC=C1)C1=NC=CC=C1C1=NC=CC=C1.N1=C(C=CC=C1)C1=NC=CC=C1C1=NC=CC=C1